(3R,4S)-3-fluoro-4-(methylamino)piperidine-1-carboxylic acid tert-butyl ester C(C)(C)(C)OC(=O)N1C[C@H]([C@H](CC1)NC)F